(5-chloropent-1-yn-1-yl)trimethylsilane ClCCCC#C[Si](C)(C)C